BrC1=C(C(=C(C(=O)N2[C@H](CN(CC2)C(=O)OC(C)(C)C)CCO[Si](C2=CC=CC=C2)(C2=CC=CC=C2)C(C)(C)C)C(=C1)F)F)[N+](=O)[O-] tert-butyl (S)-4-(4-bromo-2,6-difluoro-3-nitrobenzoyl)-3-(2-((tert-butyldiphenylsilyl)oxy)ethyl)piperazine-1-carboxylate